Chlorodi(3,5-dimethylphenyl)phosphine ClP(C1=CC(=CC(=C1)C)C)C1=CC(=CC(=C1)C)C